(1R,3S)-3-(7-methoxy-[1,2,4]triazolo[4,3-a]pyrimidin-3-yl)cyclohexanamine COC1=NC=2N(C=C1)C(=NN2)[C@@H]2C[C@@H](CCC2)N